NC1C(CCCC1)CC1=CC=C(N)C=C1 4-((2-aminocyclohexyl)methyl)aniline